NC1=NC=NN2C1=CC=C2[C@H]2O[C@@H]([C@H]([C@H]2O)O)CO (2R,3R,4S,5R)-2-(4-aminopyrrolo[2,1-f][1,2,4]triazin-7-yl)-3,4-dihydroxy-5-(hydroxymethyl)oxolane